CCCCCCCCCCCCCCCC(=O)OC[C@@H](COC(=O)CCCCCCC)OC(=O)CCCCCCCCCCCCC The molecule is a triacylglycerol 38:0 in which the acyl groups at positions 1, 2 and 3 are specified as octanoyl, tetradecanoyl and hexadecanoyl respectively. It has a role as a Papio hamadryas metabolite. It is a triacylglycerol 38:0 and a triacyl-sn-glycerol.